(3S)-1-(4-{7-cyclopropyl-5-[(1R)-1-methyl-1,2,3,4-tetrahydroisoquinoline-2-carbonyl]pyrazolo[1,5-a]pyrimidin-2-yl}-3-fluorophenyl)pyrrolidine-3-carboxylic acid C1(CC1)C1=CC(=NC=2N1N=C(C2)C2=C(C=C(C=C2)N2C[C@H](CC2)C(=O)O)F)C(=O)N2[C@@H](C1=CC=CC=C1CC2)C